1-(2-bromoethyl)tetrazole BrCCN1N=NN=C1